C(=N)=C1CC=C(OCC(COC2=CC=C(C=C2)/C=N/C2=CC=CC=C2)O)C=C1 1-(4-carbonoimidoylphenoxy)-3-{4-[(E)-(phenylimino)methyl]phenoxy}propan-2-ol